tert-butyl (S)-7-((7-(2,6-dioxopiperidin-3-yl)-6-oxo-7,8-dihydro-2H,6H-spiro[furo[2,3-e]isoindole-3,4'-piperidin]-1'-yl)methyl)-2-azaspiro[3.5]nonane-2-carboxylate O=C1NC(CC[C@@H]1N1C(C2=CC=C3C(=C2C1)OCC31CCN(CC1)CC1CCC3(CN(C3)C(=O)OC(C)(C)C)CC1)=O)=O